5-ethynyl-6-fluoro-4-(8-fluoro-4-[(3R)-3-fluoro-3-methylpiperidin-1-yl]-2-{[(2R,7aS)-2-fluorotetrahydro-1H-pyrrolizin-7a(5H)-yl]methoxy}pyrido[4,3-d]pyrimidin-7-yl)naphthalen-2-ol C(#C)C1=C2C(=CC(=CC2=CC=C1F)O)C1=C(C=2N=C(N=C(C2C=N1)N1C[C@](CCC1)(C)F)OC[C@]12CCCN2C[C@@H](C1)F)F